C(C)(C)(C)OC(=O)N1CC2(CC2)C(C1)=O 7-oxo-5-azaspiro[2.4]Heptane-5-carboxylic acid tert-butyl ester